C1(=CC=CC=C1)C1=NC(=NC(=N1)C1=CC=CC=C1)C1=C(C=CC(=C1)B1OC(C(O1)(C)C)(C)C)C1=CC=C(C=C1)P(C)(C)=O (2'-(4,6-diphenyl-1,3,5-triazin-2-yl)-4'-(4,4,5,5-tetramethyl-1,3,2-dioxaborolan-2-yl)-[1,1'-biphenyl]-4-yl)dimethylphosphine oxide